1-butyl-3-methyl-imidazolium chloride salt [Cl-].C(CCC)N1C=[N+](C=C1)C